ClC=1C=C(C(=O)N/N=C(\C)/C2=CC3=CC=CC=C3C=C2)C=CC1 (E)-3-chloro-N'-(1-(naphthalen-2-yl)ethylidene)benzohydrazide